NC1=C(C=C(C=C1C)C1CCCC1)O 2-Amino-5-cyclopentyl-3-methylphenol